N-(3-(1H-pyrazol-4-yl)propyl)-4-((2,3-dimethylbenzyl)sulfonyl)-3-((4-fluorophenyl)ethynyl)benzamide N1N=CC(=C1)CCCNC(C1=CC(=C(C=C1)S(=O)(=O)CC1=C(C(=CC=C1)C)C)C#CC1=CC=C(C=C1)F)=O